CC1=CC(=NN1COC([C@H](C(C)C)N)=O)C1=NN2C(N=C(C=C2N2CCOCC2)N2N=C(C=C2)C2=CC=CC=C2)=C1 [5-methyl-3-[7-morpholino-5-(3-phenylpyrazol-1-yl)pyrazolo[1,5-a]pyrimidin-2-yl]pyrazol-1-yl]methyl-(2S)-2-amino-3-methyl-butanoate